1-(2-methoxy-5-(pentafluorobenzoyl)phenyl)dihydropyrimidine-2,4(1H,3H)-dione COC1=C(C=C(C=C1)C(C1=C(C(=C(C(=C1F)F)F)F)F)=O)N1C(NC(CC1)=O)=O